2-[5-(3-chlorophenyl)-7-iodo-4-oxo-pyrrolo[2,1-f][1,2,4]triazin-3-yl]acetic acid ClC=1C=C(C=CC1)C=1C=C(N2N=CN(C(C21)=O)CC(=O)O)I